Cl.CC1=NC(=NO1)C=1N=C(SC1)SCC(=O)N [4-(5-methyl-1,2,4-oxadiazol-3-yl)thiazol-2-ylthio]acetamide hydrochloride